O=C1NC2=CC=CC=C2C(N1CCC1=CC=NC=C1)=O 2,4-dioxo-3-(2-(pyridin-4-yl)ethyl)-3,4-dihydroquinazolin